tris-amino-triphenylphosphine ruthenium fluoride [Ru](F)(F)F.NC1=C(C(=C(C=C1)P(C1=CC=CC=C1)C1=CC=CC=C1)N)N